(4S)-N-((R and S)-(3-chloro-2,4-difluorophenyl)(6-(2,2,2-trifluoroethoxy)pyridazin-3-yl)methyl)-2-oxoimidazolidine-4-carboxamide ClC=1C(=C(C=CC1F)[C@@H](NC(=O)[C@H]1NC(NC1)=O)C=1N=NC(=CC1)OCC(F)(F)F)F |&1:8|